1-(6-((4-methyl-1-oxo-1,3-dihydroisobenzofuran-5-yl)methyl)-5,6,7,8-tetrahydropyrido[4,3-d]pyrimidin-2-yl)-1H-indole-5-carbonitrile CC1=C2COC(C2=CC=C1CN1CC2=C(N=C(N=C2)N2C=CC3=CC(=CC=C23)C#N)CC1)=O